BrC1=C(C=C2C=NNC2=C1)Cl 6-bromo-5-chloro-1H-indazole